(2R,3S)-1-diphenylmethyl-3-(ethylthio)-2-methylazetidine C1(=CC=CC=C1)C(N1[C@@H]([C@H](C1)SCC)C)C1=CC=CC=C1